NC1=NC=C(C2=C1C(=NN2[C@@H]2CN(CC2)C(C=C)=O)C#CC2=C(C(=CC(=C2F)OC)OC)F)CCOC (S)-1-(3-(4-amino-3-((2,6-difluoro-3,5-dimethoxyphenyl)ethynyl)-7-(2-methoxyethyl)-1H-pyrazolo[4,3-c]pyridin-1-yl)pyrrolidin-1-yl)prop-2-en-1-one